N=1NN=NC1C1=CC=C(/C=C/C=2C=C(C(=C(C=O)C2)O)F)C=C1 (E)-5-(4-(2H-tetrazol-5-yl)styryl)-3-fluoro-2-hydroxybenzaldehyde